2,3-bis(benzyloxycarbonyl)guanidine C(C1=CC=CC=C1)OC(=O)N=C(N)NC(=O)OCC1=CC=CC=C1